isopropyl(1-(benzo[d][1,3]dioxol-5-yl)propan-2-yl)(methyl)carbamate C(C)(C)OC(N(C)C(CC1=CC2=C(OCO2)C=C1)C)=O